di-Sodium hydrogen orthophosphate dihydrate O.O.P(=O)(O)([O-])[O-].[Na+].[Na+]